2,3-dihydro-benzofuran-5-carboxylic acid [2-(2-oxo-pyrrolidin-1-yl)-benzooxazol-5-yl]-amide O=C1N(CCC1)C=1OC2=C(N1)C=C(C=C2)NC(=O)C=2C=CC1=C(CCO1)C2